tert-butyl 2-(2-(3-cyano-4-methylphenoxy)ethyl)morpholine-4-carboxylate C(#N)C=1C=C(OCCC2CN(CCO2)C(=O)OC(C)(C)C)C=CC1C